rac-methyl 5-methoxy-4-{[cis-2-methoxycyclopentyl]amino}-6-oxopyran-2-carboxylate COC1=C(C=C(OC1=O)C(=O)OC)N[C@H]1[C@H](CCC1)OC |r|